(3-methoxy-pyrazin-2-yl)-methanol COC=1C(=NC=CN1)CO